2-amylanthracene-9,10-diol C(CCCC)C1=CC2=C(C3=CC=CC=C3C(=C2C=C1)O)O